BrC=1C=C(C(=NC1)[N+](=O)[O-])OC(C)C1=C(C=CC(=C1)F)N1N=C(C=C1)C 1-(2-(1-((5-bromo-2-nitropyridin-3-yl)oxy)ethyl)-4-fluorophenyl)-3-methyl-1H-pyrazol